(1s,4s)-Ethyl 4-(4-(2-(2-((tert-butoxycarbonyl)(cyclopropylmethyl)amino)pyridin-4-yl) oxazole-4-carboxamido)-3-(difluoromethyl)-1H-pyrazol-1-yl)cyclohexanecarboxylate C(C)(C)(C)OC(=O)N(C1=NC=CC(=C1)C=1OC=C(N1)C(=O)NC=1C(=NN(C1)C1CCC(CC1)C(=O)OCC)C(F)F)CC1CC1